N-(3-((4,4-difluorocyclohexyl)oxy)phenyl)acrylamide FC1(CCC(CC1)OC=1C=C(C=CC1)NC(C=C)=O)F